CC1=CC=C(C=C1)S(=O)(=O)CCCCCCCCCCCCCCCCCCN ((4-methylphenyl)sulfonyl)octadecyl-amine